FC=1C=NC=C(C1S(=O)(=O)NC=1C(=NC=C(C1)C=1C=C2C(=NC=NC2=CC1)N1CCC2(CN(C2)C(\C=C\C(C)=O)=O)CC1)OC)F (E)-3,5-difluoro-N-(2-methoxy-5-(4-(2-(4-oxopent-2-enoyl)-2,7-diazaspiro[3.5]nonan-7-yl)quinazolin-6-yl)pyridin-3-yl)pyridine-4-sulfonamide